N-(5-(benzo[d]oxazol-5-ylethynyl)-8-(methylamino)-2,7-naphthyridin-3-yl)cyclopropanecarboxamide O1C=NC2=C1C=CC(=C2)C#CC2=C1C=C(N=CC1=C(N=C2)NC)NC(=O)C2CC2